5,12-dimethyl-1,5,8,12-tetraaza-bicyclo[6.6.2]hexadecane CN1CCCN2CCN(CCCN(CC1)CC2)C